1-(2-cyclobutyl-2-((3-(difluoromethoxy) benzyl)oxy acetamido)cyclopropyl)benzoate C1(CCC1)C1(C(C1)C1(C(=O)[O-])CC=CC=C1)NC(COCC1=CC(=CC=C1)OC(F)F)=O